benzyl (2S)-2-amino-4,4,4-trifluoro-butanoate hydrochloride Cl.N[C@H](C(=O)OCC1=CC=CC=C1)CC(F)(F)F